(R)-6-(4,5-dihydrothiophen-3-yl)-2-phenyl-5,6-dihydro-4H-1,3-selenazin-4-one S1C=C(CC1)[C@H]1CC(N=C([Se]1)C1=CC=CC=C1)=O